C(C)(C)(C)OC(=O)N1CC2=C(C(=CC=C2CC1)F)Br t-Butyl-8-bromo-7-fluoro-3,4-dihydroisoquinoline-2(1H)-carboxylate